5-bromo-8-(trifluoromethyl)quinoline BrC1=C2C=CC=NC2=C(C=C1)C(F)(F)F